O=C1N(C(C2=CC=CC=C12)=O)CCCCN(C(=O)C=1NC2=CC=CC(=C2C1)C=1C=C(O[C@H]2C[C@H](N(C2)C(=O)OC(C)(C)C)C(=O)OC)C=CC1)C O1-tert-butyl O2-methyl (2S,4S)-4-[3-[2-[4-(1,3-dioxoisoindolin-2-yl)butyl-methyl-carbamoyl]-1H-indol-4-yl]phenoxy]pyrrolidine-1,2-dicarboxylate